NC1CCC(CC1)NC1=NC2=C(C=C(C=C2C=N1)C=1N=CC(=NC1C)NS(=O)(=O)C1=C(C=CC=C1)Cl)CC N-(5-(2-(((1r,4r)-4-aminocyclohexyl)amino)-8-ethylquinazolin-6-yl)-6-methylpyrazin-2-yl)-2-chlorobenzenesulfonamide